COC(=O)C1=CC=NC2=CC=C(C=C12)N1CC(C1)(F)CC 6-(3-ethyl-3-fluoroazetidin-1-yl)quinoline-4-carboxylic acid methyl ester